CC1(OB(OC1(C)C)C1=CC=C2CCN(C2=C1)C(=O)OC(C)(C)C)C tert-butyl 6-(4,4,5,5-tetramethyl-1,3,2-dioxaborolan-2-yl)indoline-1-formate